ClC1=CC=C2C(CCN(C2=N1)C(=O)OC(C)(C)C)=O tert-butyl 7-chloro-4-oxo-3,4-dihydro-1,8-naphthyridine-1(2H)-carboxylate